3-[[3-[(ethylsulfonylimino)amino]-2-fluoro-phenyl]methyl]-7-[(3-fluoro-2-pyridinyl)oxy]-4-methyl-chromen-2-one C(C)S(=O)(=O)N=NC=1C(=C(C=CC1)CC=1C(OC2=CC(=CC=C2C1C)OC1=NC=CC=C1F)=O)F